N1N=NC2=C1C=CC(=C2)CN2C(C1=CC(=CC=C1C2=O)C2CC2)CC=2C(=NC=CC2C)C#N 3-((2-((1H-benzo[d][1,2,3]triazol-5-yl)methyl)-6-cyclopropyl-3-oxoisoindolin-1-yl)methyl)-4-methylpicolinonitrile